Kalium lactate C(C(O)C)(=O)[O-].[K+]